FC(C1=CC=C(C=C1)C(F)(F)F)(F)F hexafluoropara-xylene